phenyl mono-acetate C(C)(=O)OC1=CC=CC=C1